benzyl (S)-2-(((di-tert-butoxyphosphoryl)oxy)methyl)pyrrolidine-1-carboxylate C(C)(C)(C)OP(=O)(OC(C)(C)C)OC[C@H]1N(CCC1)C(=O)OCC1=CC=CC=C1